(R)-1'-(5-Amino-1-(3,5-difluoro-2-methoxyphenyl)-1H-pyrazole-4-carbonyl)-6-chloro-5-fluorospiro[benzo[d][1,3]oxazine-4,3'-piperidin]-2(1H)-one NC1=C(C=NN1C1=C(C(=CC(=C1)F)F)OC)C(=O)N1C[C@@]2(CCC1)C1=C(NC(O2)=O)C=CC(=C1F)Cl